m-di-(4-hydroxyphenoxy)benzene OC1=CC=C(OC2=CC(=CC=C2)OC2=CC=C(C=C2)O)C=C1